O=C1NC(CCC1N1C(C2=CC=C(C=C2C1=O)N1CCN(CC1)CCC1CCN(CC1)C1=NC=C(C=C1F)C1=CC=C2C3=C(NC2=C1)CN(CC3)C)=O)=O 2-(2,6-dioxopiperidin-3-yl)-5-(4-(2-(1-(3-fluoro-5-(2-methyl-2,3,4,9-tetrahydro-1H-pyrido[3,4-b]indol-7-yl)pyridin-2-yl)piperidin-4-yl)ethyl)piperazin-1-yl)isoindoline-1,3-dione